pentamethylene glutarate C1(CCCC(=O)OCCCCCO1)=O